(4S,6S)-1-[(1,1-dioxothietan-3-yl)methyl]-5,5,6-trifluoro-3-(trifluoromethyl)-4,6-dihydrocyclopenta[c]pyrazol-4-ol O=S1(CC(C1)CN1N=C(C2=C1[C@@H](C([C@H]2O)(F)F)F)C(F)(F)F)=O